F[P-](F)(F)(F)(F)F.O=C1N(C=CC=C1)OC(=[N+](C)C)N(C)C O-(2-oxo-1(2H)pyridyl)-N,N,N',N'-tetramethyl-uronium hexafluorophosphate